N-((1-methyl-1H-pyrrol-3-yl)methyl)pyrazine-2-carboxamide CN1C=C(C=C1)CNC(=O)C1=NC=CN=C1